(4-(2-(methylamino)-2-oxoethyl)-1-phenyl-1H-imidazol-2-yl)-1H-indazole-5-carboxamide CNC(CC=1N=C(N(C1)C1=CC=CC=C1)N1N=CC2=CC(=CC=C12)C(=O)N)=O